C[Si](CCOC(=O)ON1N=NC2=C1C=CC=C2)(C)C 1-[2-(trimethylsilyl)ethoxycarbonyloxy]benzotriazole